2-methyl-biphenyl-amine CC1(C(=CC=CC1)C1=CC=CC=C1)N